C(C)(C)(C)OC(CC)=O tert-Butylpropanoat